cis-2-(cyclopropylsulfonyl)-7-methyl-N-(3,4,5-trifluorophenyl)-2,3,3a,4,10,10a-hexahydro-1H,7H-dipyrrolo[3,4-b:3',4'-f][1,4,5]oxathiazocine-8-carboxamide 5,5-dioxide C1(CC1)S(=O)(=O)N1C[C@H]2NS(C=3C(OC[C@H]2C1)=C(N(C3)C)C(=O)NC3=CC(=C(C(=C3)F)F)F)(=O)=O